FC1=C(N=CC2=C1N=C(N=C2N2CC=1C=CC=C(C1C2)O)OCC21CCCN1CCC2)C2=CC=CC1=CC=CC(=C21)F 2-(8-fluoro-7-(8-fluoronaphthalen-1-yl)-2-((tetrahydro-1H-pyrrolizin-7a(5H)-yl)methoxy)pyrido[4,3-d]pyrimidin-4-yl)isoindolin-4-ol